(1S,3S)-3-((6-(4-(hydroxymethyl)-3-methylisoxazol-5-yl)-2-methylpyridin-3-yl)oxy)cyclohexanecarboxylic acid ethyl ester C(C)OC(=O)[C@@H]1C[C@H](CCC1)OC=1C(=NC(=CC1)C1=C(C(=NO1)C)CO)C